CC1=CN(C2=NC=C(C=C21)NC(C=C)=O)C2=CC=C(C=C2)OC(F)(F)F N-(3-methyl-1-(4-(trifluoromethoxy)phenyl)-1H-pyrrolo[2,3-b]pyridin-5-yl)acrylamide